Cl.N12CC(CC(CC1)C2)C(=O)O azabicyclo[3.2.1]octane-3-carboxylate hydrochloride